ClC1=NC=C(C=C1)C(Cl)(Cl)Cl L-2-chloro-5-trichloromethylpyridine